2-methyl-5-(4-methylpiperazin-1-yl)benzoic acid hydrochloride salt Cl.CC1=C(C(=O)O)C=C(C=C1)N1CCN(CC1)C